3-FORMYLINDOLE-5-CARBOXYLIC ACID C(=O)C1=CNC2=CC=C(C=C12)C(=O)O